N,N-bis[(2,4-dimethoxyphenyl)methyl]-4-methoxy-5-(2,2,3,3-tetrafluoropropyl)pyrimidin-2-amine COC1=C(C=CC(=C1)OC)CN(C1=NC=C(C(=N1)OC)CC(C(F)F)(F)F)CC1=C(C=C(C=C1)OC)OC